ethyl 2,4-dihydroxy-6-pentylbenzoate OC1=C(C(=O)OCC)C(=CC(=C1)O)CCCCC